(4-chlorophenyl)dibenzothiophene ClC1=CC=C(C=C1)C1=CC=CC=2SC3=C(C21)C=CC=C3